C(C)(C)(C)OC(=O)C1=CC=CC2=C(C=CC=C12)C(NC1=CC=C(C=C1)C1=CC=C(C=C1)NC(C1=CC(=C(C=C1)C=1N=NN(N1)CCCC)C=1N=NN(C1)CCCC)=O)=O 5-({4'-[3-(1-butyl-1H-1,2,3-triazol-4-yl)-4-(2-butyl-2H-1,2,3,4-tetrazol-5-yl)benzamido]-[1,1'-Biphenyl]-4-yl}carbamoyl)naphthalene-1-carboxylic acid tert-butyl ester